(2S,3S)-N-(3-cyano-4-fluorophenyl)-2-methylpyrrolidine-3-carboxamide hydrochloride Cl.C(#N)C=1C=C(C=CC1F)NC(=O)[C@@H]1[C@@H](NCC1)C